(R and S)-tert-butyl 2-(4-bromophenyl)pyrrolidine-1-carboxylate BrC1=CC=C(C=C1)[C@@H]1N(CCC1)C(=O)OC(C)(C)C |r|